2-(2,2-difluoroethoxy)-6-(methoxymethyl)-3-nitropyridine FC(COC1=NC(=CC=C1[N+](=O)[O-])COC)F